C(C)(C)(C)OC(=O)N(C(OC(C)(C)C)=O)C1=NN(C=C1C#N)C1CCN(CC1)C(=O)C1(CCC1)C tert-Butyl N-tert-butoxycarbonyl-N-[4-cyano-1-[1-(1-methylcyclobutanecarbonyl)-4-piperidyl]pyrazol-3-yl]carbamate